ClC=1C=CC=2N(C1)C(=NC2)S 6-chloroimidazo[1,5-a]pyridine-3-thiol